NC=1C2=C(N=C(N1)CO)N(C(C2(C)C)=O)C=2C=NC(=CC2)OC2CCCCC2 4-amino-7-(6-(cyclohexyloxy)pyridin-3-yl)-2-(hydroxymethyl)-5,5-dimethyl-5,7-dihydro-6H-pyrrolo[2,3-d]pyrimidin-6-one